C(#N)C1=CC=C(C=C1)[C@@H](CN[C@H](C(=O)NC1=NC=C(C=C1)OC1CN(C1)C(CO)=O)C1=CC=CC=C1)C (s,S)-2-(((S)-2-(4-cyanophenyl)propyl)amino)-N-(5-((1-(2-hydroxyacetyl)azetidin-3-yl)oxy)pyridin-2-yl)-2-phenylacetamide